OC[C@]1(O)[C@@H](O)[C@@H](O)[C@H](O)CO1 β-D-tagatopyranose